[Cu+2].N[C@@H](CCC(=O)[O-])C(=O)[O-] glutamic acid copper salt